benzoyl-O-methylethanolamine C(C1=CC=CC=C1)(=O)C(OC)CN